hexyl (1-iodoethyl) carbonate C(OCCCCCC)(OC(C)I)=O